4-(3-fluorophenyl)cyclohexane-1-one FC=1C=C(C=CC1)C1CCC(CC1)=O